COC1=NC(=CC(=C1)C=1N=C(SC1)NC1=CC=C(C=C1)S(=O)(=O)C)OC 4-(2,6-dimethoxypyridin-4-yl)-N-(4-(methylsulfonyl)phenyl)thiazol-2-amine